C1(CC1)\C=C/1\[C@H]2[C@@H]([C@@H]([C@@H]1CC2)NC(C2=C(C=CC(=C2)C2=NOC1C2COC1)OC)=O)C(=O)O (1R,2S,3R,4R,Z)-7-(cyclopropylmethylene)-3-(2-methoxy-5-(3a,4,6,6a-tetrahydrofuro[3,4-d]isoxazol-3-yl)benzamido)bicyclo[2.2.1]heptane-2-carboxylic acid